1,2-dioleoyl-sn-glycero-3-phosphorylethanol C(CCCCCCC\C=C/CCCCCCCC)(=O)OC[C@@H](OC(CCCCCCC\C=C/CCCCCCCC)=O)COP(=O)(O)OCC